C(C1=CC=CC=C1)OC=1C=CC(=NC1)N1N=CC(=C1)F 5-benzyloxy-2-(4-fluoro-1H-pyrazol-1-yl)pyridine